C(CC=C)NCCC(=O)OCC ethyl 3-(but-3-en-1-ylamino)propanoate